NC1=NC(=CC(=C1C#N)C)C=1C=C2[C@H](N(C(C2=CC1)=O)C1C(NC(CC1)=O)=O)C 2-amino-6-((3R)-2-(2,6-dioxopiperidin-3-yl)-3-methyl-1-oxoisoindolin-5-yl)-4-methylpyridine-3-carbonitrile